C(=O)(O)C1NC(CC1)C(=O)O 2,5-dicarboxylpyrrolidine